tert-butyl 2-formyl-5,7-dihydro-6H-pyrrolo[3,4-b]pyridine-6-carboxylate C(=O)C1=CC=C2C(=N1)CN(C2)C(=O)OC(C)(C)C